ClC1=CC=C(C=C1)/C=C/C(=O)NCC=1C=C2CN(C(C2=CC1)=O)C1C(NC(CC1)=O)=O (E)-3-(4-chlorophenyl)-N-((2-(2,6-dioxopiperidin-3-yl)-1-oxoisoindolin-5-yl)methyl)acrylamide